ClC=1C=C(C=C(C1)F)C1N(CC(CC1)C)C(C(=O)NC=1C=C(C(=NC1)NC(OC(C)(C)C)=O)C)=O tert-butyl N-[5-[[2-[2-(3-chloro-5-fluoro-phenyl)-5-methyl-1-piperidyl]-2-oxo-acetyl]amino]-3-methyl-2-pyridyl]carbamate